C(C)OC(=O)C=1N(C2=C(C=C(C=C2C(C1)=C=O)F)Br)C 8-bromo-6-fluoro-1-methyl-4-carbonyl-1,4-dihydroquinoline-2-carboxylic acid ethyl ester